C(C)OCC1(CN(CC1)C(C)C1=CN=C(S1)C)CCC1=CC=CC=C1 5-(1-(3-(ethoxymethyl)-3-phenethyl-pyrrolidin-1-yl)ethyl)-2-methylthiazole